FC1=CNC2=CC(=CC=C12)NC1=NC2=C(N1)C=CC(=C2)C(F)(F)F N-(3-fluoro-1H-indol-6-yl)-5-(trifluoromethyl)-1H-1,3-benzodiazol-2-amine